N-(2-Bromo-6-nitrophenyl)-2-(4-chloro-2-fluorophenyl)acetamide BrC1=C(C(=CC=C1)[N+](=O)[O-])NC(CC1=C(C=C(C=C1)Cl)F)=O